CN1CC(C1)(C)[C@@](O)(C=1C=NC=C(C1)N1C[C@@H]2CC[C@H](C1)O2)C2=CC=C(C=C2)C(C)C (R)-(1,3-Dimethyl-azetidin-3-yl)-(4-isopropyl-phenyl)-[(1S,5R)-5-(8-oxa-3-aza-bicyclo[3.2.1]oct-3-yl)-pyridin-3-yl]-methanol